4-methyl-5-nitro-2-(trifluoromethyl)pyridine CC1=CC(=NC=C1[N+](=O)[O-])C(F)(F)F